ClC1=NC=C(C(=N1)OC1COC1)C(F)(F)F 2-chloro-4-(oxetan-3-yloxy)-5-(trifluoromethyl)pyrimidine